C(#N)C=1C=C(C=NC1N1N=CC=N1)NC(=O)[C@H]1CC(C2=C1C=NC=1N2N=C(C1)F)(C)C (S)-N-(5-cyano-6-(2H-1,2,3-triazol-2-yl)pyridin-3-yl)-2-fluoro-8,8-dimethyl-7,8-dihydro-6H-cyclopenta[e]pyrazolo[1,5-a]pyrimidine-6-carboxamide